5-hydroxy-11-[[(9Z)-1-oxo-9-octadecen-1-yl]oxy]-5-[6-[[(9Z)-1-oxo-9-octadecen-1-yl]oxy]hexyl]undecyl 1-methyl-4-piperidinecarboxylate CN1CCC(CC1)C(=O)OCCCCC(CCCCCCOC(CCCCCCC\C=C/CCCCCCCC)=O)(CCCCCCOC(CCCCCCC\C=C/CCCCCCCC)=O)O